C(#N)C1=CC(=C(C=C1)C1(OC2=C(O1)C=CC=C2C2CCN(CC2)CC=2N(C1=C(N2)SC(=C1)C(=O)O)C[C@H]1OCC1)C)F 2-((4-(2-(4-cyano-2-fluorophenyl)-2-methylbenzo[d][1,3]dioxol-4-yl)piperidin-1-yl)methyl)-1-(((S)-oxetan-2-yl)methyl)-1H-thieno[2,3-d]imidazole-5-carboxylic acid